(S)-(3-(dimethylamino)-5-(3-methoxy-3-oxo-2-(tritylamino)propyl)quinolin-8-yl)boronic acid CN(C=1C=NC2=C(C=CC(=C2C1)C[C@@H](C(=O)OC)NC(C1=CC=CC=C1)(C1=CC=CC=C1)C1=CC=CC=C1)B(O)O)C